2-methyl-6-dimethoxymethylthioxanthone CC1=CC=2C(C3=CC=C(C=C3SC2C=C1)C(OC)OC)=O